C1N(CC2C1CCC2)C2=C(N)C=CC(=C2)C(F)(F)F 2-(hexahydrocyclopenta[c]pyrrol-2(1H)-yl)-4-(trifluoromethyl)aniline